4-[(6-chloro-3-pyridyl)methyl]-2-(7,8-difluoro-3-quinolyl)-6,6-dimethyl-4,5-dihydro-1,3-thiazine ClC1=CC=C(C=N1)CC1N=C(SC(C1)(C)C)C=1C=NC2=C(C(=CC=C2C1)F)F